(R)-4-(3-bromo-1H-pyrazolo[3,4-d]pyrimidin-4-yl)-2-methylpiperazine-1-carboxylic acid tert-butyl ester C(C)(C)(C)OC(=O)N1[C@@H](CN(CC1)C1=C2C(=NC=N1)NN=C2Br)C